C(OCCN1CCN(CC1)S(=O)(=O)C1=CC(=C(C=C1)OCCC)C=1NC(C2=C(N1)C(=CN2CC)CCC)=O)(OC2=CC=C(C=C2)[N+](=O)[O-])=O 2-(4-((3-(5-ethyl-4-oxo-7-propyl-4,5-dihydro-3H-pyrrolo[3,2-d]pyrimidin-2-yl)-4-propoxyphenyl)sulfonyl)piperazin-1-yl)ethyl (4-nitrophenyl) carbonate